1-(3-methylbenzyl)cyclopropan-1-amine CC=1C=C(CC2(CC2)N)C=CC1